C12CNCC(CC1)N2C=2SC=1CN(CCC1N2)C(=O)C2=C(C=CC=C2)C(C)C (2-(3,8-diazabicyclo[3.2.1]octan-8-yl)-6,7-dihydrothiazolo[5,4-c]pyridin-5(4H)-yl)(2-isopropylphenyl)methanone